(R)-3-fluoro-5-(((1-(trityl)icosane-2-yl)oxy)methyl)benzonitrile FC=1C=C(C#N)C=C(C1)CO[C@@H](CC(C1=CC=CC=C1)(C1=CC=CC=C1)C1=CC=CC=C1)CCCCCCCCCCCCCCCCCC